ClC=1C=C2C=NN(C2=CC1N1CC2N(CC1)CC(C2)O)C=2C=NN(C2)C2CC2 2-[5-chloro-1-(1-cyclopropyl-1H-pyrazol-4-yl)-1H-indazol-6-yl]octahydropyrrolo[1,2-a]pyrazin-7-ol